4-(8-amino-3-(1-(4-methoxybut-2-enoyl)pyrrolidin-2-yl)imidazo[1,5-a]Pyrazine-1-Yl)-N-(4-(trifluoromethyl)pyridin-2-yl)benzamide NC=1C=2N(C=CN1)C(=NC2C2=CC=C(C(=O)NC1=NC=CC(=C1)C(F)(F)F)C=C2)C2N(CCC2)C(C=CCOC)=O